C(C)C1=C(N=CC(=N1)C(=O)N)C(C)C 6-ethyl-5-isopropylpyrazine-2-carboxamide